C(C)(=O)N1CCC(CC1)NC=1C(=NC=C(C(=O)NC2=CC=C(C=C2)OC(F)(F)Cl)C1)N1C[C@@H](CC1)O (R)-5-((1-acetylpiperidin-4-yl)amino)-N-(4-(chlorodifluoromethoxy)phenyl)-6-(3-hydroxypyrrolidin-1-yl)nicotinamide